NC1=NC=CC=C1C1=NC=2C(=NC=CC2)N1C1=CC=C(CN2CCN(CC2)C2=NC(=NC=C2)C#N)C=C1 4-(4-(4-(2-(2-aminopyridin-3-yl)-3H-imidazo[4,5-b]pyridin-3-yl)benzyl)piperazin-1-yl)pyrimidine-2-carbonitrile